3,5-di-tert-butyl-2-(tert-butylsulfinyl)phenol C(C)(C)(C)C=1C(=C(C=C(C1)C(C)(C)C)O)S(=O)C(C)(C)C